[Si](C)(C)(C(C)(C)C)OCC[C@H](C)O (S)-4-((tert-butyldimethylsilyl)oxy)butane-2-ol